(3-Ethyl-5-hydroxyphenyl)oxidanium C(C)C=1C=C(C=C(C1)O)[OH2+]